dibenzyl (2-(4-(4,4,5,5-tetramethyl-1,3,2-dioxaborolan-2-yl)cyclohex-3-en-1-yl)ethyl)phosphonate CC1(OB(OC1(C)C)C1=CCC(CC1)CCP(OCC1=CC=CC=C1)(OCC1=CC=CC=C1)=O)C